FC(CC[Al])F difluoropropylaluminum